BrC1=C(C=C(OCCC[C@@H]2C[C@H](N(CC2)CC(=O)OCC)C)C=C1)C ethyl 2-[(2R,4S)-4-[3-(4-bromo-3-methyl-phenoxy)propyl]-2-methyl-1-piperidyl]acetate